OC1=C(C(N(C2=CC=CC=C12)CC(C)C)=O)C(=O)NC1=CC=C(C=C1)N1CCN(CC1)C 4-hydroxy-1-isobutyl-N-(4-(4-methylpiperazin-1-yl)phenyl)-2-oxo-1,2-dihydroquinoline-3-carboxamide